2-[2-(aminomethyl)-3,3-difluoro-allyl]-4-[3-methyl-5-[3-(1H-1,2,4-triazol-3-yl)phenyl]-2-pyridinyl]-1,2,4-triazol-3-one NCC(CN1N=CN(C1=O)C1=NC=C(C=C1C)C1=CC(=CC=C1)C1=NNC=N1)=C(F)F